C1(CC1)CCN(C1CCC(CC1)CNC(OC(C)(C)C)=O)C1=C2CN(C(C2=CC=C1)=O)C1C(NC(CC1)=O)=O tert-butyl ((4-((2-cyclopropylethyl)(2-(2,6-dioxopiperidin-3-yl)-1-oxoisoindolin-4-yl)amino)cyclohexyl)methyl)carbamate